C(C1=CC=CC=C1)(=O)OC(CC)(CC(CCC)OC(C1=CC=CC=C1)=O)C1=CC=CC=C1 3-phenyl-3,5-octanediol dibenzoate